(9H-Fluoren-9-yl)methyl(2-(N-(2-aminoethyl)-3-(3,4-dimethoxyphenyl)propanamido)ethyl)carbamate C1=CC=CC=2C3=CC=CC=C3C(C12)OC(N(CCN(C(CCC1=CC(=C(C=C1)OC)OC)=O)CCN)C)=O